7-Hydroxyheptyl 2-octyldecanoate C(CCCCCCC)C(C(=O)OCCCCCCCO)CCCCCCCC